[N+](=O)([O-])C1=C(C(=CC(=C1)[N+](=O)[O-])[N+](=O)[O-])S(=O)(=O)ON amino 2,4,6-trinitrobenzenesulfonate